COS(=O)(=O)O The molecule is an alkyl sulfate that is the monomethyl ester of sulfuric acid. It is a one-carbon compound and an alkyl sulfate. It is a conjugate acid of a methyl sulfate(1-).